(1R,2S)-1-amino-N-((1-methylcyclopropyl)sulfonyl)-2-vinylcyclopropane-1-carboxamide hydrochloride Cl.N[C@]1([C@@H](C1)C=C)C(=O)NS(=O)(=O)C1(CC1)C